1-{[rel-(2R,3R)-3-(2-chlorophenyl)-2-(2,4-difluorophenyl)oxirane-2-yl]methyl}-1H-1,2,4-triazol-5-yl thiocyanate ClC1=C(C=CC=C1)[C@@H]1[C@@](O1)(C1=C(C=C(C=C1)F)F)CN1N=CN=C1SC#N |o1:7,8|